C1(CC1)COC1=C(C=C(C=O)C=C1)F 4-(Cyclopropylmethoxy)-3-fluoro-benzaldehyde